N[C@H]1CS(C2=C(N(C1=O)CC1=CC=C(C=C1)Cl)C=C(C(=C2)F)C=2OC(=NN2)NC2(CCCCC2)CCO)(=O)=O (3R)-3-amino-5-[(4-chlorophenyl)methyl]-8-fluoro-7-[5-[[1-(2-hydroxyethyl)cyclohexyl]amino]-1,3,4-oxadiazol-2-yl]-1,1-dioxo-2,3-dihydro-1λ6,5-benzothiazepin-4-one